methyl 24-bromotetracosanoate BrCCCCCCCCCCCCCCCCCCCCCCCC(=O)OC